hexa-3-enedionitrile C(CC=CCC#N)#N